C(CCP(=O)(O)O)C[Si](O)(O)O 3-(trihydroxysilyl) propylmethylphosphonate